BrC1=C(C=CC=C1)C1=NOC(=N1)C=1C=C2C=NN(C2=CC1)C(C)C 3-(2-bromophenyl)-5-(1-isopropyl-1H-indazol-5-yl)-1,2,4-oxadiazole